N-(2,4-dimethylphenyl)-1-hydroxy-N-isobutyl-7-((tetrahydro-2H-pyran-4-yl)methoxy)-2,3-dihydro-1H-indene-4-sulfonamide CC1=C(C=CC(=C1)C)N(S(=O)(=O)C=1C=2CCC(C2C(=CC1)OCC1CCOCC1)O)CC(C)C